N-((S)-2-cyclohexyl-2-((S)-3-(6-isopropylbenzo[d]thiazol-2-yl)-2-propionamidopropanamido)ethyl)-N'-piperidin-4-yl-urea C1(CCCCC1)[C@@H](CNC(=O)NC1CCNCC1)NC([C@H](CC=1SC2=C(N1)C=CC(=C2)C(C)C)NC(CC)=O)=O